1-(4-fluorophenyl)-3-(1-methyl-beta-carbolin-6-yl)thiourea FC1=CC=C(C=C1)NC(=S)NC=1C=C2C=3C=CN=C(C3NC2=CC1)C